water zinc sulfate S(=O)(=O)([O-])[O-].[Zn+2].O